BrC=1C(=NC(=NC1)NC=1C=CC2=C(NN=C2C1)Cl)NC1=C(C=CC=C1)CNS(=O)=O N-(2-((5-bromo-2-((3-chloro-2H-indazol-6-yl)amino)pyrimidin-4-yl)amino)phenyl)methylsulfonamide